CC1(CC=CC=C1)C 6,6-dimethyl-5,6-dihydrobenzol